C(#N)C1=NC2=CC(=CC(=C2N=C1N1CC2=NC=CN=C2C1)[C@@H](C)NC1=C(C(=O)O)C=CC=C1)C (R)-2-((1-(2-cyano-3-(5,7-dihydro-6H-pyrrolo[3,4-b]pyrazin-6-yl)-7-methylquinoxalin-5-yl)ethyl)amino)-benzoic acid